C(#N)C1=NC=CC(=C1)N[C@@H]1C[C@@H](CCC1)NC(OC(C)(C)C)=O tert-butyl ((1R,3S)-3-((2-cyanopyridin-4-yl)amino)cyclohexyl)carbamate